B(O)(O)CCCC12C(N(CC1)CC)CNC2C(=O)O 3a-(3-boronopropyl)-1-ethyloctahydropyrrolo[3,4-b]pyrrole-4-carboxylic acid